7-((2-hydroxyethyl)sulfonyl)-2-(3-(methoxycarbonyl)phenyl)-2,6,6-trimethylheptanoic acid OCCS(=O)(=O)CC(CCCC(C(=O)O)(C)C1=CC(=CC=C1)C(=O)OC)(C)C